N1C(CC[C@H]2CCNC[C@@H]12)=O |r| rac-(4aS,8aS)-3,4,4a,5,6,7,8,8a-octahydro-1H-1,7-naphthyridin-2-one